N-(2-((methylthio)methyl)pyridin-4-yl)quinazolin-2-amine CSCC1=NC=CC(=C1)NC1=NC2=CC=CC=C2C=N1